BrC=1N=C2N(N1)[C@@H](C[C@@H]2F)C2=C(C(=CC=C2)F)F cis-2-bromo-5-(2,3-difluorophenyl)-7-fluoro-6,7-dihydro-5H-pyrrolo[1,2-b][1,2,4]triazole